(2S)-2-amino-4-[{(1R)-1-[1-benzyl-4-(2,5-difluorophenyl)-1H-pyrrol-2-yl]-2,2-dimethylpropyl}(glycoloyl)amino]-N-{2-[(bromoacetyl)amino]ethyl}butanamid N[C@H](C(=O)NCCNC(CBr)=O)CCN(C(CO)=O)[C@H](C(C)(C)C)C=1N(C=C(C1)C1=C(C=CC(=C1)F)F)CC1=CC=CC=C1